C(C)SC1=NC=C2NC=NC2=N1.[Sn] tin ethylthiopurine